(2R,6R)-6-methyl-4-[8-(trifluoromethyl)-5-quinolyl]morpholin C[C@H]1OCCN(C1)C1=C2C=CC=NC2=C(C=C1)C(F)(F)F